(S)-(6-(5-chloro-1H-pyrazol-4-yl)-1-(2-(diethylamino)ethyl)-1H-indol-3-yl)(6-methoxychroman-3-yl)methanone ClC1=C(C=NN1)C1=CC=C2C(=CN(C2=C1)CCN(CC)CC)C(=O)[C@@H]1COC2=CC=C(C=C2C1)OC